C(\C=C\C(=O)O)(=O)O.C(C)N(C(C1=C(C=CC(=C1)F)OC1=C(N=CN=N1)N1CC2(CN(C2)C(CCNC(C)C)C(C)C)CC1)=O)C(C)C N-ethyl-5-fluoro-N-isopropyl-2-((5-(2-(1-(isopropylamino)-4-methylpentan-3-yl)-2,6-diazaspiro[3.4]octan-6-yl)-1,2,4-triazin-6-yl)oxy)benzamide fumarate